O.CC1=CC=C(C=C1)S(=O)(=O)O para-toluenesulfonate hydrate